2-butylaminoethanol C(CCC)NCCO